[Cl-].C(CCCCCCCCCCCCCCCCCCCCC)[N+](CC1=CC=CC=C1)(C)C docosyl-dimethyl-benzyl-ammonium chloride